ClC1=CC=C2C(=C(N(C2=C1)C)C=1C=C(C=NC1)OS(=O)(=O)N1CCCC1)C#N Pyrrolidine-1-sulfonic acid 5-(6-chloro-3-cyano-1-methyl-1H-indol-2-yl)-pyridin-3-yl ester